C1(=CC=CC=C1)C(C(C)=O)=O Phenyl-propandion